C(C1=CC=CC=C1)C=1NC(=NN1)C(=O)N[C@@H]1C(N(C2=C(OC1)C=CC=N2)C([2H])([2H])[2H])=O (S)-5-benzyl-N-(5-trideuteriomethyl-4-oxo-2,3,4,5-tetrahydropyrido[3,2-b][1,4]oxazepin-3-yl)-4H-1,2,4-triazole-3-carboxamide